NC1=C2N=C(N(C2=NC=N1)CCNC(=O)C1CC1)SC1=CC2=C(OCO2)C=C1I Cyclopropanecarboxylic acid {2-[6-amino-8-(6-iodo-benzo[1,3]dioxol-5-ylsulfanyl)-purin-9-yl]-ethyl}-amide